ClC1=CC=C(S1)CNC1=CC(=NN1C(C(CO)(C)C)=O)C1CNCCC1 1-(5-{[(5-chlorothiophen-2-yl)methyl]amino}-3-(piperidin-3-yl)-1H-pyrazol-1-yl)-3-hydroxy-2,2-dimethylpropan-1-one